COC(=O)C1=CC=2C(=NC=CC2C=2C=C(C=NC2)C2=NC=C(C=C2)N2C(CCC2)=O)N1 4-(5-(2-oxopyrrolidin-1-yl)-[2,3'-bipyridine]-5'-yl)-1H-pyrrolo[2,3-b]pyridine-2-carboxylic acid methyl ester